CN(C1=CC=C(C=C1)C=1SC2=C(N1)C=CC(=C2)OCCOCCOCCNC2=C1C(N(C(C1=CC=C2)=O)C2C(NC(CC2)=O)=O)=O)C 4-((2-(2-(2-((2-(4-(dimethylamino)phenyl)benzo[d]thiazol-6-yl)oxy)ethoxy)ethoxy)ethyl)amino)-2-(2,6-dioxopiperidin-3-yl)isoindoline-1,3-dione